2,6-dibromo-3-fluorotoluene BrC1=C(C)C(=CC=C1F)Br